methyl 5-((7-(tert-butoxy)-7-oxoheptyl)oxy)picolinate C(C)(C)(C)OC(CCCCCCOC=1C=CC(=NC1)C(=O)OC)=O